BrC=1C=C(C=NC1)CN1CCN(CC1)CC 1-[(5-bromopyridin-3-yl)methyl]-4-ethylpiperazine